(2S,4S)-4-(5-(2-hydroxyprop-2-yl)-1H-1,2,3-triazol-1-yl)pyrrolidine-1,2-dicarboxylic acid 1-(tert-butyl) ester 2-methyl ester COC(=O)[C@H]1N(C[C@H](C1)N1N=NC=C1C(C)(C)O)C(=O)OC(C)(C)C